BrC1=C(C=CC(=C1)SCC(OCC)OCC)F 2-bromo-4-(2,2-diethoxyethylmercapto)-1-fluoro-benzene